CS(=O)(=O)N1CCN(CC1)C1=CC=C(C=C1)SC=1C=CC(=C(N)C1)[N+](=O)[O-] 5-((4-(4-(methylsulfonyl)piperazin-1-yl)phenyl)thio)-2-nitroaniline